C(#N)CCCN1C=[N+](C=C1)CCCC#N 1,3-bis(3-cyanopropyl)imidazolium